BrC1=CC=2C(NC=CC2S1)=O 2-bromothieno[3,2-c]pyridin-4(5H)-one